BrC=1C=C(C=C(C1)OC)NC(=O)NC1=CC(=CC=C1)Br 1-(3-bromo-5-methoxyphenyl)-3-(3-bromophenyl)urea